BrC1=CC2=C(C(=NO2)C2=C(C=N[S@@](=O)C(C)(C)C)C=CC=C2)C=C1 (S)-N-[2-(6-bromobenzo[d]isoxazol-3-yl)benzylidene]-2-methylpropane-2-sulfinamide